4-(3-methylpyridin-2-yl)-N-(4-methylpyridin-2-yl)thiazol-2-amine CC=1C(=NC=CC1)C=1N=C(SC1)NC1=NC=CC(=C1)C